FC=1C=C(C=CC1O)C[C@@H](C(=O)O)NC (2S)-3-(3-fluoro-4-hydroxy-phenyl)-2-(methylamino)-propanoic acid